N-(4-bromo-3-tolyl)methanesulfonamide BrC1=C(C=C(C=C1)C)NS(=O)(=O)C